C(#N)N1C[C@]2(CCC2C1)NC(=O)C1=NNC(=C1)C=1C=NC=CC1NC1=CC=CC=C1 N-((1R)-3-cyano-3-azabicyclo[3.2.0]heptan-1-yl)-5-(4-(phenylamino)pyridin-3-yl)-1H-pyrazole-3-carboxamide